C1(C(=CC(C=C1)=O)C(=O)[O-])=O benzoquinonate